diaminobutyric acid benzylamide diacetate C(C)(=O)O.C(C)(=O)O.C(C1=CC=CC=C1)NC(C(CC)(N)N)=O